3-fluorobenzene-1-sulfonyl chloride FC=1C=C(C=CC1)S(=O)(=O)Cl